C1(CCCCC1)C(C=1C(N(C2=CC=CC=C2N1)C)=O)O 3-(cyclohexyl-(hydroxy)methyl)-1-methylquinoxalin-2(1H)-one